2-bromo-1-(p-tolyl)ethanone CC1=CC=C(C=C1)C(=O)CBr